(R)-1-(2-Ethynylthiazol-4-yl)-3-(2-hydroxy-1-(4-(1-methylpiperidin-4-yl)phenyl)-ethyl)urea C(#C)C=1SC=C(N1)NC(=O)N[C@@H](CO)C1=CC=C(C=C1)C1CCN(CC1)C